NCCC1(CCN(CC1)C(=O)OCC1=CC=CC=C1)OC benzyl 4-(2-aminoethyl)-4-methoxypiperidine-1-carboxylate